C(C1=CC=CC=C1)OC(=O)NC(=N)C1=CC=C(CNC([C@H](C)NC(OC(C)(C)C)=O)=O)C=C1 tert-butyl (S)-(1-((4-(N-((benzyloxy)carbonyl)carbamimidoyl)benzyl)amino)-1-oxopropan-2-yl)carbamate